FC(C1=NC(=NO1)C1=CC=C(S1)CN1N=CC=C1C(=O)OCC)(F)F ethyl 2-[[5-[5-(trifluoromethyl)-1,2,4-oxadiazol-3-yl]-2-thienyl]methyl]pyrazole-3-carboxylate